9,9-dimethyl-1,8-dioxo-2-phenyl-2-azaspiro[4.5]decane-7-carbonitrile CC1(C(C(CC2(CCN(C2=O)C2=CC=CC=C2)C1)C#N)=O)C